ClC=1C=CC(=NC1)C1=CC=C(C(=O)OC)C=C1 methyl 4-(5-chloropyridin-2-yl)benzoate